4-hydroxymethyl-N-methylproline OCC1C[C@H](N(C1)C)C(=O)O